FC1=CC=C(CN2C(=NC=3N(C(N(C(C23)=O)CCCO)=O)C)OC2=CC=CC=C2)C=C1 7-(4-fluorobenzyl)-1-(3-hydroxypropyl)-3-methyl-8-phenoxy-1H-purine-2,6(3H,7H)-dione